[C@H]1(CCC2=CC=CC=C12)NC1=NC=C(C=N1)C(=O)OCC Ethyl (R)-2-((2,3-dihydro-1H-inden-1-yl)amino)pyrimidine-5-carboxylate